7-Bromo-2-phenylbenzoxazole BrC1=CC=CC=2N=C(OC21)C2=CC=CC=C2